The molecule is a member of the class of cardenolides that is 7,8-epoxycard-20(22)-enolide substituted by hydroxy groups at positions 3 and 14 (the 3beta,5beta,7beta stereoisomer). It has a role as an antineoplastic agent and a metabolite. It is a member of cardenolides, a secondary alcohol, a tertiary alcohol, an epoxy steroid, a 3beta-hydroxy steroid and a 14beta-hydroxy steroid. C[C@]12CC[C@@H]3[C@]4(CC[C@@H](C[C@H]4C[C@H]5[C@]3([C@]1(CC[C@@H]2C6=CC(=O)OC6)O)O5)O)C